BrC1=C(C=CC=C1)C1=NN=C(S1)NS(=O)=O N-[5-(2-bromophenyl)-1,3,4-thiadiazol-2-yl]sulphonamide